BrC1=CC=C(C=C1)[C@@H]1[C@H]([C@@H](C[C@@H](C1)O)CO)C(=O)O |r| rac-(1R,2S,4R,6R)-2-(4-bromophenyl)-4-hydroxy-6-(hydroxymethyl)cyclohexane-1-carboxylic acid